C(C)(C)(C)OC(=O)N1CC=2NC(N=CC2CC1)=O 2-oxo-2,5,6,8-tetrahydropyrido[3,4-d]pyrimidine-7(1H)-carboxylic acid tert-butyl ester